3-(6-chloro-5-(trifluoromethyl)pyridin-3-yl)-5-(2-(3,4-difluoropyrrolidin-1-yl)-2-oxoethyl)thieno[3,2-c]pyridin-4(5H)-one ClC1=C(C=C(C=N1)C1=CSC2=C1C(N(C=C2)CC(=O)N2CC(C(C2)F)F)=O)C(F)(F)F